The molecule is a glycerol ether in which guaiacyl and guaiacylglycerol subunits are joined by an arylglycerol-beta-aryl (beta-O-4) linkage. It derives from a guaiacol. COC1=CC=CC=C1OC(CO)C(C2=CC(=C(C=C2)O)OC)O